(2R)-2-[(5-{[1-(3-cyanophenyl) ethyl] thio}-2-oxo-2,3-dihydro [1,3]thiazolo[4,5-d]pyrimidin-7-yl) amino]-4-methylpentylphosphate C(#N)C=1C=C(C=CC1)C(C)SC=1N=C(C2=C(N1)NC(S2)=O)N[C@@H](COP(=O)([O-])[O-])CC(C)C